BrC1=C(C(=CC(=C1)F)C(NC1CC1)=O)NC(=O)[C@H]1OCCC1 (2S)-N-[2-bromo-6-(cyclopropylcarbamoyl)-4-fluoro-phenyl]tetrahydrofuran-2-carboxamide